NCCN1CCNCC1 2-Aminoethylpiperazin